2-amino-5-((4-(tert-butyl)phenyl)amino)cyclohexan-1-ol NC1C(CC(CC1)NC1=CC=C(C=C1)C(C)(C)C)O